FC(C(=NO)C=1SC=C(N1)CC1=CC=NC=C1)(F)F 2,2,2-Trifluoro-1-(4-(pyridin-4-ylmethyl)thiazol-2-yl)ethan-1-one oxime